C(CCCC)[Sn]=O Monopentyl-Tin Oxide